1-(Difluoromethyl)-N'-((3,3-dimethyl-1,2,3,5,6,7-hexahydrodicyclopenta[b,e]pyridin-8-yl)carbamoyl)-1H-pyrazole-4-sulfonimidamide FC(N1N=CC(=C1)S(=O)(N)=NC(NC1=C2C(=NC3=C1CCC3)C(CC2)(C)C)=O)F